FC=1C=C2C=NN(C2=CC1C=1C=2C(=NN(C2C=CC1)CC(NCC1=C(C=CC(=C1)C(=O)OC)F)=O)C1CCN(CC1)C(=O)OC(C)(C)C)C tert-butyl 4-{5'-fluoro-1-[({[2-fluoro-5-(methoxycarbonyl)phenyl]methyl}carbamoyl)methyl]-1'-methyl-[4,6'-biindazol]-3-yl}piperidine-1-carboxylate